3-(4-chlorobenzyl)-piperidine-1-carboxylic acid ClC1=CC=C(CC2CN(CCC2)C(=O)O)C=C1